(9aR,10S)-10-((R)-(4-Fluorophenyl)(2-methoxyphenyl)methyl)-4-hydroxy-8,9,9a,10-tetrahydro-7H-pyrrolo[1',2':4,5]pyrazino[1,2-b]pyridazin-3,5-dion FC1=CC=C(C=C1)[C@@H]([C@H]1[C@@H]2N(C(C=3N1N=CC(C3O)=O)=O)CCC2)C2=C(C=CC=C2)OC